COCCOC=1C=C2C(=NC=NC2=CC1OCCOC)OC1=C(C=C(C=C1)C1C=2N(CCC1)N(C(C2C(=O)N)=O)C2=C(C=CC=C2)F)OC (4-((6,7-bis(2-methoxyethoxy)quinazolin-4-yl)oxy)-3-methoxyphenyl)-1-(2-fluorophenyl)-2-oxo-1,2,4,5,6,7-hexahydropyrazolo[1,5-a]pyridine-3-carboxamide